OC(C)C=1C=CC(=NC1)C#N 5-(1-hydroxyethyl)picolinonitrile